(S)-N-(5-((3-Chloro-5-(trifluoromethyl)pyridin-2-yl)oxy)-2-methoxyphenyl)-3-methyl-2-oxoimidazolidine-4-carboxamide ClC=1C(=NC=C(C1)C(F)(F)F)OC=1C=CC(=C(C1)NC(=O)[C@H]1N(C(NC1)=O)C)OC